N-((1,2,3,5,6,7-Hexahydro-s-indacen-4-yl)carbamoyl)-1,2,3,4-tetrahydroquinoline-3-sulfonamide, Potassium Salt [K].C1CCC2=C(C=3CCCC3C=C12)NC(=O)NS(=O)(=O)C1CNC2=CC=CC=C2C1